The molecule is an icosanoid anion that is the conjugate base of 14(R),15(S)-DiHPETE, obtained by deprotonation of the carboxy group; major species at pH 7.3. It is an icosanoid anion, a long-chain fatty acid anion, a hydroperoxy fatty acid anion, a polyunsaturated fatty acid anion and a bis(hydroperoxy)icosatetraenoate. It is a conjugate base of a 14(R),15(S)-DiHPETE. CCCCC[C@@H]([C@@H](/C=C/C=C/C=C\\C/C=C\\CCCC(=O)[O-])OO)OO